9-[4-hydroxy-2-(hydroxymethyl)butan-1-yl]-guanine OCCC(CN1C=2N=C(NC(C2N=C1)=O)N)CO